Cl.Cl.ClC1=C2CC3(CCNCC3)[C@@H](C2=CC=C1)N (S)-4-chloro-1,3-dihydrospiro[inden-2,4'-piperidin]-1-amine dihydrochloride